ClC1=C(C=C(C=C1)F)C1=CC=C(N=N1)OC1C[C@@H]2[C@@H](CN(C2)CCC(C)(C)C)C1 (3aR,5s,6aS)-5-[6-(2-chloro-5-fluoro-phenyl)pyridazin-3-yl]oxy-2-(3,3-dimethylbutyl)-3,3a,4,5,6,6a-hexahydro-1H-cyclopenta[c]pyrrole